BrC1=C2C=CC=CC2=C(C2=CC=CC=C12)C=1C=CC(=NC1)C1=CC=CC=C1 5-(10-bromoanthracene-9-yl)-2-phenylpyridine